ClC=1C=C2C=NC(=NC2=CC1C1CCN(CC1)C1(COC1)C)NC=1C=NN(C1Cl)C12CC(C1)(C2)COC 6-chloro-N-{5-chloro-1-[3-(methoxymethyl)bicyclo[1.1.1]pentan-1-yl]-1H-pyrazol-4-yl}-7-[1-(3-methyloxetan-3-yl)piperidin-4-yl]quinazolin-2-amine